CN(C(C)=O)C1=CC(=CC=C1)OC(CCNC)C=1SC=CC1 N-methyl-N-(3-(3-(methylamino)-1-(thiophen-2-yl)propoxy)phenyl)acetamide